1-ethyl-3-methyl-3aH,5H,7H,7aH-pyrazolo[3,4-d]pyrimidine-4,6-dione C(C)N1N=C(C2C1NC(NC2=O)=O)C